tert-butyl 4-(4-(2,6-bis(benzyloxy)pyridin-3-yl)phenyl)-1-oxa-4,9-diazaspiro[5.5]undecane-9-carboxylate C(C1=CC=CC=C1)OC1=NC(=CC=C1C1=CC=C(C=C1)N1CCOC2(C1)CCN(CC2)C(=O)OC(C)(C)C)OCC2=CC=CC=C2